(R)-4-cyclopropyl-N-((S)-2-(dimethylamino)-3-(1H-indazol-5-yl)propyl)-3-(pyridin-3-yl)butanamide C1(CC1)C[C@H](CC(=O)NC[C@H](CC=1C=C2C=NNC2=CC1)N(C)C)C=1C=NC=CC1